C1(CC1)N1C=C(C(C2=CC(=C(C=C12)C=1C=C2CCN(C2=CC1)CC=1C(=NC(=NC1)N)N)F)=O)C(=O)O 1-cyclopropyl-7-(1-((2,4-diaminopyrimidin-5-yl)methyl)indolin-5-yl)-6-fluoro-4-oxo-1,4-dihydroquinoline-3-carboxylic acid